3,3'-dichloro-4,4'-bipyridine ClC=1C=NC=CC1C1=C(C=NC=C1)Cl